ClC1=NC(=CC=C1C(=O)NC1=NN(C=C1C)C(=O)OC(C)(C)C)C(F)(F)F tert-butyl 3-[[2-chloro-6-(trifluoromethyl)pyridine-3-carbonyl]amino]-4-methyl-pyrazole-1-carboxylate